C(#N)[C@@H](C)NC1=CC(=NC=C1I)N1N=CC=2C1=NC=C(C2)C#N (R)-1-(4-((1-cyanoethyl)amino)-5-iodopyridin-2-yl)-1H-pyrazolo[3,4-b]pyridine-5-carbonitrile